(R or S)-6-amino-2-(sec-butyl)nicotinonitrile NC1=NC(=C(C#N)C=C1)[C@H](C)CC |o1:9|